5-(4-isopropyl-2-methylphenyl)-4-oxo-4,5-dihydro-3H-1-thia-3,5,8-triazaacenaphthylene-2-carboxamide C(C)(C)C1=CC(=C(C=C1)N1C(NC2=C(SC=3N=CC=C1C32)C(=O)N)=O)C